Bis(chloromethyl)ethoxychlorosilane ClC[Si](Cl)(OCC)CCl